CC1=C(C=C(C=C1)C=1C(=NC=CC1C(F)(F)F)C(=O)N)C1=CC2=C(N=C(N=C2C)NC)N2C1=NCC2 (4-methyl-3-(4-methyl-2-(methylamino)-8,9-dihydroimidazo[1',2':1,6]pyrido[2,3-d]pyrimidin-6-yl)phenyl)-4-(trifluoromethyl)picolinamide